(((5s,7r)-3-(5-(2-hydroxypropan-2-yl)pyrazin-2-yl)-7-methyl-8-methylene-2-oxo-1-oxa-3-azaspiro[4.5]decan-7-yl)methyl)-1H-benzo[d]imidazole-6-carbonitrile OC(C)(C)C=1N=CC(=NC1)N1C(O[C@]2(C1)C[C@@](C(CC2)=C)(C)CN2C=NC1=C2C=C(C=C1)C#N)=O